BrC1=C(C=C(C(=C1)O)C\C=C(\CCC=C(C)C)/C)O (E)-2-bromo-5-(3,7-dimethylocta-2,6-dien-1-yl)benzene-1,4-diol